Tetraiodophenothiazine IC1=C(C(=C(C=2NC3=CC=CC=C3SC12)I)I)I